(S)-2-amino-3-(4-(4-(benzyloxy)thieno[3,2-d]pyrimidin-7-yl)phenyl)propionic acid hydrochloride Cl.N[C@H](C(=O)O)CC1=CC=C(C=C1)C1=CSC2=C1N=CN=C2OCC2=CC=CC=C2